P1(=O)(OC2=C(C3=CC=CC=C3C=C2)C2=C(C=CC3=CC=CC=C23)O1)O (S)-(-)-1,1'-binaphthyl-2,2'-diyl hydrogen phosphate